C1(CCC1)[C@@H]([C@@H](CC=C)C)O (1R,2R)-1-CYCLOBUTYL-2-METHYLPENT-4-EN-1-OL